1-(3-Bromo-5-cyano-phenyl)-3-methyl-cyclobutanecarboxylic acid BrC=1C=C(C=C(C1)C#N)C1(CC(C1)C)C(=O)O